1-Triaconten C=CCCCCCCCCCCCCCCCCCCCCCCCCCCCC